2-[6-(ethylamino)-4-{3-[(4-methyl-1,2,4-triazol-3-yl)methyl]oxetan-3-yl}pyridin-2-yl]-6-{1-[(3S)-3-methylpiperidin-1-yl]-2-(methylsulfanyl)ethyl}-4-(trifluoromethyl)-3H-isoindol-1-one C(C)NC1=CC(=CC(=N1)N1C(C2=CC(=CC(=C2C1)C(F)(F)F)C(CSC)N1C[C@H](CCC1)C)=O)C1(COC1)CC1=NN=CN1C